N-(3-chlorobenzyl)-5-(N-methylaminosulfonyl)thiophene-2-carboxamide ClC=1C=C(CNC(=O)C=2SC(=CC2)S(=O)(=O)NC)C=CC1